C(=O)(O)C(CC=1C=C(CN(C(CC2=CC(=CS2)CC(C(=O)O)C2CNCC2)=O)CCOC2=CC(=CC=C2)CC(C2CNCC2)C(=O)O)C=CC1)C1CNCC1 3-(5-(2-((3-(2-carboxy-2-(pyrrolidin-3-yl)ethyl)benzyl)(2-(3-(2-carboxy-2-(pyrrolidin-3-yl)ethyl)phenoxy)ethyl)amino)-2-oxoethyl)thiophen-3-yl)-2-(pyrrolidin-3-yl)propanoic acid